C(#N)C=1C=C(C=CC1OCC(C)C)C=1N=C(NC1)C(=O)O 4-(3-cyano-4-isobutoxy-phenyl)-1H-imidazole-2-formic acid